S1(NN=NC=C1)(=O)=O thiatriazine 1,1-dioxide